O=C1NC(CCC1C=1C=CC(=NC1)N1CCC(CC1)CC(=O)N1CCC(CC1)C(=O)O)=O 1-(2-{1-[5-(2,6-dioxopiperidin-3-yl)pyridin-2-yl]piperidin-4-yl}acetyl)piperidine-4-carboxylic acid